4-bromo-2,5-dimethylthiophene-3-carbaldehyde BrC=1C(=C(SC1C)C)C=O